N-Butyl-6-fluoro-1H-benzo[d]imidazole-1-carboxamide C(CCC)NC(=O)N1C=NC2=C1C=C(C=C2)F